(S)-2-(1-(3-(3-chlorophenyl)thioureido)-2-phenylethyl)-5-(1H-indol-3-yl)-oxazole-4-carboxylic acid ClC=1C=C(C=CC1)NC(N[C@@H](CC1=CC=CC=C1)C=1OC(=C(N1)C(=O)O)C1=CNC2=CC=CC=C12)=S